CC1=CC=2N(C3=CC=CC=C3C2C=C1)C=1C=C(C=CC1)B(O)O 3-(2-methyl-9H-carbazol-9-yl)phenylboronic acid